FC1=C(C=CC=2N(C(=NC21)C2=CC=C(C=C2)S(=O)(=O)C)C)C2C[C@@H](N(CC2)C2CCNCC2)CCOC 4-fluoro-5-(r-(2-methoxyethyl)-[1,4'-bipiperidin]-4-yl)-1-methyl-2-(4-(methylsulfonyl)phenyl)-1H-benzo[d]imidazole